ClCCCC1(N(C[C@H](C1)O)C(=O)OC(C)(C)C)C(=O)OC 1-(tert-butyl) 2-methyl (4S)-2-(3-chloropropyl)-4-hydroxypyrrolidine-1,2-dicarboxylate